[Si](C1=CC=CC=C1)(C1=CC=CC=C1)(C(C)(C)C)OCCC1=C(OC2=C1C(=CC(=C2)C(=O)OCC)OC)C=2N(C1=C(C=CC=C1C2)OCC2CNC(C2)=O)CC2CC2 ethyl 3-(2-((tert-butyldiphenylsilyl)oxy)ethyl)-2-(1-(cyclopropylmethyl)-7-((5-oxopyrrolidin-3-yl)methoxy)-1H-indol-2-yl)-4-methoxybenzofuran-6-carboxylate